C(C)(C)(C)OC(NCC=1OC2=C(C1)C=C(C(=C2)C(NC2(CC2)C2=CC=CC1=CC=CC=C21)=O)C)=O tert-Butyl((5-methyl-6-((1-(naphthalen-1-yl)cyclopropyl)carbamoyl)benzofuran-2-yl)methyl)carbamate